N1N=CC2=C1C=C(C=C2)CCO 2-(benzo[d]pyrazol-6-yl)ethanol